OC1=C(C=CC=C1)N=C(CC(C)O)C 4-(2-hydroxyphenylimino)-2-pentanol